N-{[3-(3-hydroxypyrrolidine-1-carbonyl)oxacyclohexan-3-yl]methyl}-4H,5H,6H,7H,8H,9H-cycloocta[b]thiophene-2-carboxamide OC1CN(CC1)C(=O)C1(COCCC1)CNC(=O)C1=CC2=C(S1)CCCCCC2